NCC=1N=C2N(C=C(C=C2N2C(N(C(C2)=O)CC2=CC=C(C=C2)OC)=O)C2CC2)C1 1-(2-(aminomethyl)-6-cyclopropylimidazo[1,2-a]pyridin-8-yl)-3-(4-methoxybenzyl)imidazolidine-2,4-dione